N'-((1,2,3,5,6,7-hexahydro-s-indacen-4-yl-1,1,7,7-d4)-carbamoyl)-2-(2-hydroxy-propan-2-yl)thiazole-5-sulfonimidamide C1(CCC2=C(C=3CCC(C3C=C12)([2H])[2H])NC(=O)N=S(=O)(N)C1=CN=C(S1)C(C)(C)O)([2H])[2H]